3,4-dichloro-5-nitropyridine ClC=1C=NC=C(C1Cl)[N+](=O)[O-]